tert-butyl N-((R)-pent-4-en-2-yl)-N-(((R)-tetrahydrofuran-2-yl)methyl)sulfamoylcarbamate C[C@H](CC=C)N(C(OC(C)(C)C)=O)S(NC[C@@H]1OCCC1)(=O)=O